N-[(4-bromo-3-methyl-phenyl)methyl]-2-methoxy-benzamide BrC1=C(C=C(C=C1)CNC(C1=C(C=CC=C1)OC)=O)C